CC(C(=O)[O-])(CCCC)C.C(CCC)[N+](C)(CCCC)CCCC tributylmethylammonium 2,2-dimethylhexanoate